C12(C(CCC(C1(C)C)C2)C)NC([O-])=O pin-1-ylcarbamate